C(C)(C)[Si]1(O[Si](OC[C@H]2[C@H](O1)C[C@@H](O2)N2C(N=C(C(=C2)C)NC(C2=CC=CC=C2)=O)=O)(C(C)C)C(C)C)C(C)C N-[1-[(6aS,8R,9aR)-2,2,4,4-tetraisopropyl-6a,8,9,9a-tetrahydro-6H-furo[3,2-f][1,3,5,2,4]trioxadisilocin-8-yl]-5-methyl-2-oxo-pyrimidin-4-yl]benzamide